C(C)C=1N=C(N2N=C(C=C(C21)C2=CC=NN2C)N2[C@@H](COCC2)C)C2=CC=NN2 (R)-4-(5-ethyl-4-(1-methyl-1H-pyrazol-5-yl)-7-(1H-pyrazol-5-yl)imidazo[1,5-b]pyridazin-2-yl)-3-methylmorpholine